3-methyleneocta-5,7-dien-1-ol C=C(CCO)CC=CC=C